C(C)(=O)C1=C(C(=C(C(=C1O)C)O)CC=1C(=C2CCC(OC2=C(C1O)C(CCC1=CC=CC=C1)=O)(C)C)O)[O-] 2-acetyl-3,5-dihydroxy-4-methyl-6-{[5,7-dihydroxy-2,2-dimethyl-8-(1-oxo-3-phenylpropyl)-3,4-dihydro-2H-chromen-6-yl]methyl}phenolate